CNS(=O)(=O)N(C)C.[Na] sodium trimethylsulfamide